2-Chloro-N-((1-(3-((2,5-difluorophenyl)amino)phenyl)-1H-1,2,3-triazol-4-yl)methyl)-6-(trifluoromethyl)pyridin-4-amine ClC1=NC(=CC(=C1)NCC=1N=NN(C1)C1=CC(=CC=C1)NC1=C(C=CC(=C1)F)F)C(F)(F)F